COC1=CC(=NC=C1)N1CCC(CC1)NC(=S)NC=1C=NC=CC1 1-(1-(4-Methoxypyridin-2-yl)piperidin-4-yl)-3-(pyridin-3-yl)thiourea